The molecule is a 3beta-sterol formed formally by loss of a methyl group from the 14-position of lanosterol. It has a role as a human metabolite, a Saccharomyces cerevisiae metabolite and a mouse metabolite. It derives from a lanosterol. C[C@H](CCC=C(C)C)[C@H]1CC[C@@H]2[C@@]1(CCC3=C2CC[C@@H]4[C@@]3(CC[C@@H](C4(C)C)O)C)C